C(OC(C(F)(F)F)C(C)F)([O-])=O (1-fluoroethyl)-(2,2,2-trifluoroethyl) carbonate